FC(OC1=C(C(=CC(=C1)N)OC(F)(F)F)C1=CC(=C(N)C=C1)OC(F)(F)F)(F)F 2,3',6-tris(trifluoromethoxy)benzidine